2,3,6,7,10,11-Hexacyano-1,4,5,8,9,12-hexaaza-benzophenanthrene C(#N)C=1N=C2C=3N=C(C(=NC3C3=C(C2=NC1C#N)N=C(C(=N3)C#N)C#N)C#N)C#N